N-((1-(4-(5-(trifluoromethyl)-1,2,4-oxadiazol-3-yl)phenyl)-1H-pyrazol-4-yl)methyl)methanesulfonamide FC(C1=NC(=NO1)C1=CC=C(C=C1)N1N=CC(=C1)CNS(=O)(=O)C)(F)F